2-phenylethyl methacrylate (2-phenylethyl methacrylate) C1(=CC=CC=C1)CCC=C(C(=O)O)C.C(C(=C)C)(=O)OCCC1=CC=CC=C1